CN(C[C@@H](C1=CC(=CC(=C1)OC)F)NC(=O)N1CCC2=CC(=C(C=C12)F)B(O)O)C |r| (+/-)-(1-((2-(dimethylamino)-1-(3-fluoro-5-methoxyphenyl)ethyl)carbamoyl)-6-fluoroindolin-5-yl)boronic acid